CC(=O)N[C@@H]1[C@H]([C@H]([C@H](O[C@H]1O)CO)O[C@@H]2[C@@H]([C@H]([C@H]([C@H](O2)CO)O)O)NC(=O)C)O The molecule is an amino disaccharide consisting of a 2-acetamido-2-deoxy-alpha-D-galactopyranosyl residue and a 2-acetamido-2-deoxy-beta-D-galactopyranosyl residue joined by a (1->4) glycosidic bond. It is an amino disaccharide and a member of acetamides.